8-(4-chlorophenyl)-4-oxo-2-(prop-2-yn-1-yloxy)-3H-pyrazolo[1,5-a][1,3,5]triazine-7-carbonitrile ClC1=CC=C(C=C1)C=1C(=NN2C1N=C(NC2=O)OCC#C)C#N